COC(=O)C=1C(N(C2=CC(=CC=C2C1N)Br)CC1=NC=CC=C1)=O 4-Amino-7-bromo-2-oxo-1-(pyridin-2-ylmethyl)-1,2-dihydroquinoline-3-carboxylic acid methyl ester